((1,3-dioxoisoindolin-2-yl)methyl)-1H-pyrazole-4-carboxamide O=C1N(C(C2=CC=CC=C12)=O)CN1N=CC(=C1)C(=O)N